IC=1C=NN2C1C=C(C(=C2)OC)S(=O)(=O)C(CO)(C)C 2-((3-iodo-6-methoxypyrazolo[1,5-a]pyridin-5-yl)sulfonyl)-2-methylpropan-1-ol